ClC1=C(C=C(OCC(=O)NC23CC(C2)(C3)NC3=NC(=CC(=N3)OCC)C)C=C1)F 2-(4-chloro-3-fluorophenoxy)-N-{3-[(4-ethoxy-6-methylpyrimidin-2-yl)amino]bicyclo[1.1.1]pentan-1-yl}acetamide